ClC1=CC=2CN(CN3C2C(=C1C(=O)N[C@H](C(=O)O)CC1=CC(=CC=C1)S(=O)(=O)C)C=C3)C(=O)C=3C=C1C=CNC1=CC3 (S)-2-(8-chloro-2-(1H-indole-5-carbonyl)-2,3-dihydro-1H-pyrrolo[3,2,1-ij]quinazolin-7-carboxamido)-3-(3-(methylsulfonyl)phenyl)propionic acid